C1=C(N=N1)C=O Diazetal